2-(Pyridin-2-yl-3-d)morpholine N1=C(C(=CC=C1)[2H])C1CNCCO1